(S)-4-((6-Amino-3-methyl-2-oxo-2,3-dihydro-1H-benzo[d]imidazol-1-yl)methyl)oxazolidin-2-one NC=1C=CC2=C(N(C(N2C)=O)C[C@@H]2NC(OC2)=O)C1